5-chloro-N4-(2-methoxybenzyl)-N2-(5-(4-methylpiperazin-1-yl)pyridin-2-yl)pyrimidine-2,4-diamine ClC=1C(=NC(=NC1)NC1=NC=C(C=C1)N1CCN(CC1)C)NCC1=C(C=CC=C1)OC